NC1CCC(CC1)CNC1=CC=C(C=C1)N1CCC(CC1)C(F)(F)F N-(((1r,4r)-4-aminocyclohexyl)methyl)-4-(4-(trifluoromethyl)piperidin-1-yl)aniline